ClC=1C=C2C(=NN3C(C2=CC1)=NN=N3)OC(C)C 8-chloro-6-isopropoxytetrazolo[5,1-a]phthalazine